(E)-tert-butyl (2-(((6-(diethylcarbamoyl)pyridin-3-yl)oxy)methyl)-3-fluoroallyl)carbamate C(C)N(C(=O)C1=CC=C(C=N1)OC\C(\CNC(OC(C)(C)C)=O)=C\F)CC